(6-((5-bromopyrazin-2-yl)oxy)-1-methyl-1H-indol-2-yl)(4-(4-(2,2,2-trifluoroethoxy)benzyl)piperazin-1-yl)methanone BrC=1N=CC(=NC1)OC1=CC=C2C=C(N(C2=C1)C)C(=O)N1CCN(CC1)CC1=CC=C(C=C1)OCC(F)(F)F